ClC1=NN2C(N=CC3=C2C(CN3C(=O)NC3=CN=NC(=C3)C(F)F)(C(F)(F)F)C=3C=NN(C3)C)=C1 2-chloro-N-(6-(difluoromethyl)pyridazin-4-yl)-8-(1-methyl-1H-pyrazol-4-yl)-8-(trifluoromethyl)-7,8-dihydro-6H-pyrazolo[1,5-a]pyrrolo[2,3-e]pyrimidine-6-carboxamide